(S)-2-((methyl-d3)amino)-3-(naphthalen-2-yl)propionic acid tert-butyl ester C(C)(C)(C)OC([C@H](CC1=CC2=CC=CC=C2C=C1)NC([2H])([2H])[2H])=O